S1C(CC1)=O thietanone